OC1=CC2=CC=CC=C2C=C1C(=O)NC1=CC2=C(NC(N2)=O)C=C1 5-(2-hydroxy-3-naphthoylamino)-1H-benzimidazol-2(3H)-one